C(C)NC(=O)N1[C@H]([C@H](CCC1)NS(=O)(=O)C)COC1CC(CC1)C1=CC=CC=C1 cis-N-ethyl-3-((methylsulfonyl)amino)-2-(((3-phenylcyclopentyl)oxy)methyl)-piperidine-1-carboxamide